propargyl-copper C(C#C)[Cu]